C(C)(C)(C)OC(=O)N1[C@@H]2C[C@H]2CC1 (1R,3S,5R)-2-(tert-butoxycarbonyl)-2-azabicyclo[3.1.0]hexane